Tetrahydrobenzoazepine N1CCCCC2=C1C=CC=C2